4-(1-aminoethyl)-N-(1H-pyrrolo(2,3-b)pyridin-4-yl)cyclohexanecarboxamide dihydrochloride Cl.Cl.NC(C)C1CCC(CC1)C(=O)NC1=C2C(=NC=C1)NC=C2